C(#N)C(C(=O)OCCCCCC(C)C)=C(C1=CC=CC=C1)C1=CC=CC=C1 isooctyl α-cyano-β,β-diphenylacrylate